C(C1=CC=CC=C1)N1C[C@@H]2[C@H](C1)CC(C2)COC=2N=NC(=CC2)C=2C(=NN(C2)C)C (3aR,6aS)-2-benzyl-5-[[6-(1,3-dimethyl-pyrazol-4-yl)pyridazin-3-yl]oxymethyl]-3,3a,4,5,6,6a-hexa-hydro-1H-cyclopenta[c]pyrrole